2-(difluoromethoxy)-N-[(1R,2S)-2-fluorocyclopropyl]-4-[7-(3-fluorooxetan-3-yl)imidazo[1,2-a]pyridin-3-yl]-6-methoxybenzamide FC(OC1=C(C(=O)N[C@H]2[C@H](C2)F)C(=CC(=C1)C1=CN=C2N1C=CC(=C2)C2(COC2)F)OC)F